2-methyl-N-(6-methyl-5-(4,4,5,5-tetramethyl-1,3,2-dioxaborolan-2-yl)pyridin-3-yl)-3-(trifluoromethyl)benzamide CC1=C(C(=O)NC=2C=NC(=C(C2)B2OC(C(O2)(C)C)(C)C)C)C=CC=C1C(F)(F)F